OC(COCC(C)O)C 2-hydroxypropylether